2-(3-(2-(2-Aminoethoxy)ethoxy)propanamido)-N-(4,5-dimethylthiazol-2-yl)-6-methylbenzamide NCCOCCOCCC(=O)NC1=C(C(=O)NC=2SC(=C(N2)C)C)C(=CC=C1)C